5-(4-chloro-2-fluorophenyl)-2,3-dimethyl-7-((2R,4S,6R)-2-methyl-6-(1-methyl-1H-pyrazol-4-yl)tetrahydro-2H-pyran-4-yl)pyrido[3,4-b]pyrazine ClC1=CC(=C(C=C1)C1=NC(=CC=2C1=NC(=C(N2)C)C)[C@H]2C[C@H](O[C@H](C2)C=2C=NN(C2)C)C)F